OC[C@H](C1=CC=CC=C1)NC1=NC(=NC=C1C1=NC(=NO1)C12CCN(CC1)CC2)NC2=CC=C1C(=N2)N(N(C1=O)C)C(C)C (S)-6-((4-((2-hydroxy-1-phenylethyl)amino)-5-(3-(quinuclidin-4-yl)-1,2,4-oxadiazol-5-yl)pyrimidin-2-yl)amino)-1-isopropyl-2-methyl-1,2-dihydro-3H-pyrazolo[3,4-b]pyridin-3-one